7-(3-((2R,3S)-3-hydroxypiperidin-2-yl)propyl)-3-methyl-1H-purine-2,6(3H,7H)-dione dihydrochloride Cl.Cl.O[C@@H]1[C@H](NCCC1)CCCN1C=NC=2N(C(NC(C12)=O)=O)C